ClC1=C(C=CC2=C1C(=N[C@H](C=1N2CC(=CN1)CCOCC)C)C1=C(C=CC=C1F)F)C(F)(F)F (5S)-8-chloro-7-(2,6-difluorophenyl)-2-(2-ethoxyethyl)-5-methyl-9-(trifluoromethyl)-5H-pyrimido[1,2-a][1,4]benzodiazepine